4-(cyclobutylmethyl)-2-(4-(methoxycarbonyl)phenyl)piperazin C1(CCC1)CN1CC(NCC1)C1=CC=C(C=C1)C(=O)OC